monoammonium cysteine chloride N[C@@H](CS)C(=O)Cl.[NH4+]